tert-butyl (S)-2-[6-Chloro-2-[1-(2,2-difluoroethyl)pyrazole-4-carbonyl]-3,4-dihydro-1H-isoquinolin-8-yl]pyrrolidine-1-carboxylate ClC=1C=C2CCN(CC2=C(C1)[C@H]1N(CCC1)C(=O)OC(C)(C)C)C(=O)C=1C=NN(C1)CC(F)F